N-(2-(6-chloro-5-fluoro-1H-indol-3-yl)ethyl)-N-ethylpropane-1-amine ClC1=C(C=C2C(=CNC2=C1)CCN(CCC)CC)F